tert-butyl (4-(hydroxymethyl)pyridin-2-yl)methylcarbamate OCC1=CC(=NC=C1)CNC(OC(C)(C)C)=O